C1(CC1)C1=C(C=C(C(=C1)I)C)N(C(C(=C)F)=O)C1=NC=C(C=C1)C N-(2-cyclopropyl-4-iodo-5-methylphenyl)-2-fluoro-N-(5-methylpyridin-2-yl)prop-2-enamide